2-(((3-acetyl-4-hydroxyphenyl)sulfonyl)carbamoyl)isonicotinic acid C(C)(=O)C=1C=C(C=CC1O)S(=O)(=O)NC(=O)C=1C=C(C(=O)O)C=CN1